(2S,4S)-tert-butyl 4-(((9H-fluoren-9-yl)methoxy)carbonylamino)-2-((R)-1,2,3,4-tetrahydronaphthalen-1-ylcarbamoyl)pyrrolidine-1-carboxylate C1=CC=CC=2C3=CC=CC=C3C(C12)COC(=O)N[C@H]1C[C@H](N(C1)C(=O)OC(C)(C)C)C(N[C@@H]1CCCC2=CC=CC=C12)=O